(1-Chloro-2-methylpropan-2-yl)cyclohexanamine ClCC(C)(C)C1(CCCCC1)N